1-(2-((2-fluoro-4-((2-(2,3,5,6-tetrafluorophenyl)propan-2-yl)sulfonyl)phenyl)thio)-5-methoxy-6-((5-methyl-1H-pyrazol-3-yl)amino)pyrimidin-4-yl)piperidine-4-carboxamide FC1=C(C=CC(=C1)S(=O)(=O)C(C)(C)C1=C(C(=CC(=C1F)F)F)F)SC1=NC(=C(C(=N1)N1CCC(CC1)C(=O)N)OC)NC1=NNC(=C1)C